FC1=CC=C(CC[C@@]2(CN(CC2)C(C)(C)C2=CC=C(C=C2)S(=O)(=O)C)[C@@H](C)O)C=C1 |o1:25| (R or S)-1-((R)-3-(4-fluorophenethyl)-1-(2-(4-(methylsulfonyl)phenyl)propan-2-yl)pyrrolidin-3-yl)ethan-1-ol